2-(4-(8-amino-3-isopropyl-5-(4-(methylamino)cyclohex-1-en-1-yl)imidazo[1,5-a]pyrazin-1-yl)-3-fluorophenyl)-N-phenylacetamide NC=1C=2N(C(=CN1)C1=CCC(CC1)NC)C(=NC2C2=C(C=C(C=C2)CC(=O)NC2=CC=CC=C2)F)C(C)C